OC1=C(C=O)C=C(C=C1)N=NC1=CC=CC=C1 2-Hydroxy-5-(Phenyldiazenyl)Benzaldehyde